C(C1=CC=CC=C1)OC(=O)N1C([C@@H]([C@@H]1C1=CC=CC=C1)O[Si](C)(C)C(C)(C)C)=O (3R,4S)-4-phenyl-2-oxo-3-tert-butyldimethylsilyloxyazetidine-1-carboxylic acid benzyl ester